ClC=1C=C(C2=C(N1)NN=C2)N[C@@H](C)C2=C(C=CC=C2)F 6-chloro-N-((S)-1-(2-fluorophenyl)ethyl)-1H-pyrazolo[3,4-b]pyridin-4-amine